2-(1-(oxetan-3-yl)-1H-pyrazol-4-yl)pyrazolo[5,1-b]Thiazole-7-carboxamide O1CC(C1)N1N=CC(=C1)C1=CN2C(S1)=C(C=N2)C(=O)N